OC(C1=CC(=C(N=N1)C1=C(C=C(C=C1)C(F)(F)F)O)C)C1CNCCC1 2-(6-(hydroxy(piperidin-3-yl)methyl)-4-methylpyridazin-3-yl)-5-(trifluoromethyl)phenol